nitro-ethyl-urea [N+](=O)([O-])N(C(=O)N)CC